COC=1C=C(C[C@H]([C@H](C(=O)NCCCCCCCC)CC2=CC(=C(C=C2)O)OC)CO)C=CC1OC (2r,3r)-3-(3,4-dimethoxybenzyl)-4-hydroxy-2-(4-hydroxy-3-methoxybenzyl)-N-octylbutyramide